FC(C1=NN2C(N=C(C=C2)C2=CC=CC(=N2)N)=C1)(F)F 6-(2-(trifluoromethyl)pyrazolo[1,5-a]pyrimidin-5-yl)pyridin-2-amine